N-(7-(dimethoxymethyl)-1,2,3,4-tetrahydro-2,4-methylene-1,8-naphthyridin-4-yl)-1-methyl-1H-pyrazole-4-carboxamide COC(C1=CC=C2C3(CC(NC2=N1)C3)NC(=O)C=3C=NN(C3)C)OC